4,4''-bis(3,6-dimethyl-9H-carbazol-9-yl)-6'-(pyridin-3-yl)-[1,1':2',1''-terphenyl] CC=1C=CC=2N(C3=CC=C(C=C3C2C1)C)C1=CC=C(C=C1)C=1C(=CC=CC1C=1C=NC=CC1)C1=CC=C(C=C1)N1C2=CC=C(C=C2C=2C=C(C=CC12)C)C